CC1=CC=C(C=C1)S(=O)(=O)OCC1=NC(=NC(=C1)C)Cl (2-chloro-6-methyl-pyrimidin-4-yl)methyl 4-methylbenzenesulfonate